FC1=C2C(NC(=NC2=CC(=C1)OC[C@H]1[C@@H](CN(CC1)C)F)CS[C@@H]1CC[C@H](CC1)O)=O 5-Fluoro-7-(((3S,4S)-3-fluoro-1-methylpiperidin-4-yl)methoxy)-2-((((trans)-4-hydroxycyclohexyl)thio)methyl)quinazolin-4(3H)-one